C(#N)C=1C=C2C(=NN(C2=CC1)CC=1C=NC(=CC1)C(F)(F)F)NC(=O)C=1N=NC=CC1 N-(5-cyano-1-((6-(trifluoromethyl)pyridin-3-yl)methyl)-1H-indazol-3-yl)pyridazine-3-carboxamide